C1=CN(C=N1)C(=S)N2C=CN=C2 1,1-thiocarbonyldiimidazole